C(C)(C)(C)OC(=O)O[C@@H]1[C@H]([C@H](N(C1)C(=O)OC(C)(C)C)CC1=CC=C(C=C1)OC)OC(CN1CC(C1)(F)F)=O tert-butyl (2R,3S,4S)-4-[(tert-butoxycarbonyl)oxy]-3-{[2-(3,3-difluoroazetidin-1-yl)acetyl]oxy}-2-[(4-methoxyphenyl)methyl]pyrrolidine-1-carboxylate